(S)-2,6-Difluoro-3-(6-(2-isobutyl-4-(methylsulfonyl)piperazin-1-yl)-1-methyl-1H-pyrazolo[3,4-d]pyrimidin-3-yl)-5-(trifluoromethyl)phenol FC1=C(C(=C(C=C1C1=NN(C2=NC(=NC=C21)N2[C@H](CN(CC2)S(=O)(=O)C)CC(C)C)C)C(F)(F)F)F)O